(S)-1-amino-1'-(6-amino-5-((2-amino-3-chloropyridin-4-yl)thio)pyrazin-2-yl)-1,3-dihydrospiro[indene-2,4'-piperidin]-4-ol N[C@@H]1C=2C=CC=C(C2CC12CCN(CC2)C2=NC(=C(N=C2)SC2=C(C(=NC=C2)N)Cl)N)O